ClCC=1N=NN(N1)CC(O)C1=CC=C(C=C1)Cl 2-[5-(chloromethyl)-2H-1,2,3,4-tetrazol-2-yl]-1-(4-chlorophenyl)ethan-1-ol